ClCC1OCCNC1 6-chloromethylmorpholine